Methyl-2-(3-(3-bromo-2-fluorophenoxy)-6,7-dihydro-5H-cyclopenta[c]pyridazine-4-carbonyl)-1-(2,4-dimethylbenzyl)hydrazine-1-carboxylate COC(=O)N(NC(=O)C=1C2=C(N=NC1OC1=C(C(=CC=C1)Br)F)CCC2)CC2=C(C=C(C=C2)C)C